CC1(C=C(CCO1)B1OC(C(O1)(C)C)(C)C)C 2-(6,6-dimethyl-3,6-dihydro-2H-pyran-4-yl)-4,4,5,5-tetramethyl-1,3,2-dioxaborolane